NC1=NC=CC=C1O[C@@H]([C@@H](C(=O)O)NC(=O)OC(C)(C)C)C (2S,3R)-3-(2-aminopyridin-3-yloxy)-2-(tert-butoxycarbonylamino)butanoic acid